C1(CC1)N1N=CC(=C1)[C@@H]1OCC[C@@H](C1)C1=NC2=NC(=CN=C2C(=N1)C1=C(C=C(C=C1)F)F)C 2-[(2R,4S)-2-(1-cyclopropylpyrazol-4-yl)tetrahydropyran-4-yl]-4-(2,4-difluorophenyl)-7-methyl-pteridine